iodotrimethylbenzene diacetate C(C)(=O)O.C(C)(=O)O.IC1=C(C(=C(C=C1)C)C)C